BrC=1C=C(C=CC1)C1(CC2(CC2)C1)C1=NN=CN1C 3-[5-(3-bromophenyl)spiro[2.3]hexane-5-yl]-4-methyl-1,2,4-triazole